[(2R)-2-[(5-benzyloxy-6-methoxy-3-pyridyl) carbamoylamino]-2-phenyl-ethyl] acetate C(C)(=O)OC[C@@H](C1=CC=CC=C1)NC(NC=1C=NC(=C(C1)OCC1=CC=CC=C1)OC)=O